3,5-difluoro-4-(((3-(trifluoromethyl)-5,6,7,8-tetrahydro-1,7-naphthyridin-2-yl)oxy)methyl)benzonitrile FC=1C=C(C#N)C=C(C1COC1=NC=2CNCCC2C=C1C(F)(F)F)F